CC=1C=CC=C(C(=O)O)C1 5-methyl-benzoic acid